NC1=NC=2N(C(C=NC2C(=N1)C=1OC(=CC1)C)=O)CCN1CCN(CC1)C1=CC=C(C=C1)F amino-8-(2-(4-(4-fluorophenyl)piperazin-1-yl)ethyl)-4-(5-methylfuran-2-Yl)pteridin-7(8H)-one